CN1CC(C1)=O 1-methyl-azetidin-3-one